[(5S)-5-(tert-butoxycarbonylamino)cyclohexen-1-yl] trifluoro-methanesulfonate FC(S(=O)(=O)OC1=CCC[C@@H](C1)NC(=O)OC(C)(C)C)(F)F